1-(4-BROMO-2-IODO-5-METHOXY-PHENYL)-4-(TRIFLUOROMETHOXY)PYRAZOLE BrC1=CC(=C(C=C1OC)N1N=CC(=C1)OC(F)(F)F)I